FC=1C=C(C(=O)N2CCN(CC2)C2=CC=C(C(=O)NS(=O)(=O)C3=CC(=C(C=C3)NCCSC3=CC=CC=C3)C(F)(F)F)C=C2)C=CC1C=1C=NC=C(C1)O 4-[4-[3-Fluoro-4-(5-hydroxypyridin-3-yl)benzoyl]piperazin-1-yl]-N-[4-(2-phenylsulfanylethylamino)-3-(trifluoromethyl)phenyl]sulfonylbenzamide